FC1=C(NC=2C3=C(N=CN2)C=C(C(=N3)O[C@@H]3CN(CC3)C(C=C)=O)F)C=CC(=C1F)OC[C@H]1COCC1 1-[(3S)-3-[4-[2,3-difluoro-4-[[(3R)-tetrahydrofuran-3-yl]methoxy]anilino]-7-fluoro-pyrido[3,2-d]pyrimidin-6-yl]oxypyrrolidin-1-yl]prop-2-en-1-one